2-[(3R)-3-[(5-bromooxazolo[4,5-b]pyrazin-2-yl)amino]-1-piperidyl]ethanol BrC1=CN=C2C(=N1)N=C(O2)N[C@H]2CN(CCC2)CCO